C(C1=CC=CC=C1)OC(C(=O)OCC1=CC=CC=C1)(C(F)(F)F)COCCCC(C)(C)NC(=O)OC(C)(C)C benzyl 2-benzyloxy-2-[[4-(tert-butoxycarbonylamino)-4-methyl-pentoxy]methyl]-3,3,3-trifluoro-propanoate